O(C(=O)C)[C@H](C(=O)NC=1C=C(C=C(C(=O)Cl)C1)C(=O)Cl)C (S)-5-(2-acetoxyl-propionamido)-isophthaloyl dichloride